8,8''-Biapigenin C1=CC(=CC=C1C2=CC(=O)C3=C(O2)C(=C(C=C3O)O)C4=C(C=C(C5=C4OC(=CC5=O)C6=CC=C(C=C6)O)O)O)O